FC1=C(C(=O)NC=2C=CC(=NC2)C(=O)OC)C(=CC=C1C(F)(F)F)OC1=C(C(=C(C=C1)OC(F)(F)F)F)OC Methyl 5-[[2-fluoro-6-[3-fluoro-2-methoxy-4-(trifluoromethoxy)phenoxy]-3-(trifluoromethyl)benzoyl]amino]pyridine-2-carboxylate